C[C@H]1N([C@H](CNC1)C)C(=O)OC(C)(C)C tert-butyl (2r,6s)-2,6-dimethylpiperazin-1-carboxylate